5-(2-(((3R,4S)-3-methyl-1-((1-methyl-1H-imidazol-4-yl)sulfonyl)piperidin-4-yl)amino)-5-(trifluoromethyl)pyrimidin-4-yl)thiophene-3-carboxamide C[C@@H]1CN(CC[C@@H]1NC1=NC=C(C(=N1)C1=CC(=CS1)C(=O)N)C(F)(F)F)S(=O)(=O)C=1N=CN(C1)C